Cl[C@H](C(=O)Cl)C (S)-2-chloropropionyl chloride